C(=O)(O)CCN1CCN2CCCN(CCN(CCC1)CC2)CCC(=O)O 4,11-bis-(carboxymethylmethyl)-1,4,8,11-tetraazabicyclo[6.6.2]-hexadecane